C1=CC=CC=2C3=CC=CC=C3C(C12)COC(=O)N[C@H](C(=O)O)CCN1CCOCC1 (S)-2-((((9H-fluoren-9-yl)methoxy)carbonyl)amino)-4-morpholinobutanoic acid